FC=1C=C(C=CC1C)C#CC1=CN(C2=NC=C(C=C21)NC(C=C)=O)C N-(3-((3-Fluoro-4-methylphenyl)ethynyl)-1-methyl-1H-pyrrolo[2,3-b]pyridin-5-yl)acrylamide